N1C=CC2=CC=C(C=C12)S(=O)(=O)N1C[C@H](CC1)N(C1=CC=C(C=C1)O)CC=1C=NC=CC1 (S)-4-((1-((1H-indol-6-yl)sulfonyl)pyrrolidin-3-yl)(pyridin-3-ylmethyl)amino)phenol